C(C1=CC=CC=C1)(=O)N(C=1C(=C(C(=O)NC2=C(C=C(C=C2C(F)(F)F)C(C(C(F)(F)F)(F)F)(C(F)(F)F)F)Br)C=CC1)F)C 3-(benzoylmethylamino)-N-[2-bromo-4-[1,2,2,3,3,3-hexafluoro-1-(trifluoromethyl)propyl]-6-(trifluoromethyl)phenyl]-2-fluoro-benzamide